2-(4-(2-(3,8-dimethyl-[1,2,4]triazolo[4,3-a]pyridin-6-yl)-3-isopropyl-1H-indol-5-yl)piperidin-1-yl)-N,N-dimethylacetamide CC1=NN=C2N1C=C(C=C2C)C=2NC1=CC=C(C=C1C2C(C)C)C2CCN(CC2)CC(=O)N(C)C